ClC1=CC=C2C(=C1)NC[C@@]21[C@@H](N[C@H]([C@@H]1C1=C(C(=CC=C1)Cl)F)P(=O)(C)NC1=C(C=C(C(=O)N)C=C1)OC)CC(C)(C)C 4-((((2'S,3S,4'S,5'S)-6-chloro-4'-(3-chloro-2-fluorophenyl)-2'-neopentylspiro[indoline-3,3'-pyrrolidin]-5'-yl)(methyl)phosphoryl)amino)-3-methoxybenzamide